2-[4-methyl-2-oxo-3-[4-(1-tetrahydropyran-2-ylpyrazolo[3,4-c]pyridin-4-yl)phenyl]benzimidazol-1-yl]-N-(2,2,2-trifluoroethyl)acetamide CC1=CC=CC=2N(C(N(C21)C2=CC=C(C=C2)C2=C1C(=CN=C2)N(N=C1)C1OCCCC1)=O)CC(=O)NCC(F)(F)F